2-amino-3-phenylpropyl carbamate C(N)(OCC(CC1=CC=CC=C1)N)=O